OC(COC1=C(C=CC=C1)C(\C=C\C1=CC(=CC=C1)OC)=O)COC1=C(C=CC=C1)C(\C=C\C1=CC(=CC=C1)OC)=O (E)-1-[2-[2-Hydroxy-3-[2-[(E)-3-(3-methoxyphenyl)prop-2-enoyl]phenoxy]propoxy]phenyl]-3-(3-methoxyphenyl)prop-2-en-1-one